ClC1=CC=C(C=C1)[C@@]1(N(C(C2=CC(=CC(=C12)F)[C@](CC)(C1CCN(CC1)C)O)=O)CC1=NC=C(C=N1)C#N)O[C@@H]1COCC1 2-{[(1R)-1-(4-chlorophenyl)-7-fluoro-5-[(1S)-1-hydroxy-1-(1-methylpiperidin-4-yl)propyl]-3-oxo-1-[(3S)-oxolan-3-yloxy]-2,3-dihydro-1H-isoindol-2-yl]methyl}pyrimidine-5-carbonitrile